C(CCCCC(C)C)[Si](OC)(OC)OC Isooctyl-trimethoxysilan